2-bromoethyl α-bromoisobutyrate BrC(C(=O)OCCBr)(C)C